C(C)C=1C=CC(=C(C1)S(=O)(=O)NC1=NOC2=C1C(=CC(=C2)CN2N=CC(=C2)CNC(OC(C)(C)C)=O)OC)OCC(=N)NO tert-Butyl ((1-((3-((5-ethyl-2-(2-(hydroxyamino)-2-iminoethoxy)phenyl)sulfonamido)-4-methoxybenzo[d]isoxazol-6-yl)methyl)-1H-pyrazol-4-yl)methyl)carbamate